8-bromo-N,N-dimethyl-1,5-naphthyridin-2-amine BrC=1C=CN=C2C=CC(=NC12)N(C)C